3-bromo-5-methyl-6,7-dihydro-4H-pyrazolo[1,5-a]pyrazine BrC=1C=NN2C1CN(CC2)C